2-(Hydroxy)-3-(iso-propoxy-propan-1-yl)-3-(4-vinylbenzyl)-1H-imidazolium 4-vinylbenzenesulfonate C(=C)C1=CC=C(C=C1)S(=O)(=O)[O-].OC1NC=C[N+]1(CC1=CC=C(C=C1)C=C)CCCOC(C)C